O1CCOC12CCN(CC2)C2=CC=C(C=C2)[C@@H]2C=1C=CC(=CC1CC[C@@H]2C2=CC=CC=C2)O (5R,6S)-5-(4-(1,4-dioxa-8-azaspiro[4.5]decan-8-yl)phenyl)-6-phenyl-5,6,7,8-tetrahydronaphthalen-2-ol